Cl.N1C=C(C2=NC=CC=C21)N pyrrolo[3,2-b]pyridin-3-amine hydrochloride